1-(3-(3-cyclobutyl-8,9-dihydropyrido[3',2':4,5]pyrrolo[1,2-a]pyrazin-7(6H)-yl)-3-oxopropoxy)propan C1(CCC1)C1=CC=2C=C3N(CCN(C3)C(CCOCCC)=O)C2N=C1